C(C)C(CCN)C(CCCCCN)CC 3,4-diethyl-1,9-nonanediamine